O=C1NC2=CC(=CC=C2C=C1C(=O)N)OC(F)(F)F 2-oxo-7-(trifluoromethoxy)-1,2-dihydroquinoline-3-carboxamide